Benzyl (S)-2-((tert-butoxycarbonyl)amino)-4-fluorobutanoate C(C)(C)(C)OC(=O)N[C@H](C(=O)OCC1=CC=CC=C1)CCF